C(C)(C)C1(C=CC(CC1)(O)C)O 1-isopropyl-4-methylcyclohex-2-ene-1,4-diol